2-(5-amino-2-(4-(((3R,3aR,6R,6aR)-6-(benzyloxy)hexahydrofuro[3,2-b]furan-3-yl)oxy)phenyl)-6-oxopyrimidin-1(6H)-yl)acetic acid NC1=CN=C(N(C1=O)CC(=O)O)C1=CC=C(C=C1)O[C@H]1[C@@H]2[C@H](OC1)[C@@H](CO2)OCC2=CC=CC=C2